C[Si](\C=C\C(F)(F)F)(C)C (E)-trimethyl(3,3,3-trifluoro-1-propenyl)silane